5-amino-1-((2-(4-(2-((4-chlorophenyl)amino)-2-oxoacetamido)-1-azaspiro[5.5]undecan-1-yl)ethyl)amino)-1-oxopentan-2-yl 4-(hexadecylamino)-4-oxobutanoate C(CCCCCCCCCCCCCCC)NC(CCC(=O)OC(C(=O)NCCN1CCC(CC12CCCCC2)NC(C(=O)NC2=CC=C(C=C2)Cl)=O)CCCN)=O